ClC1=CC(=C(C(=O)N)C=C1)F 4-chloro-2-fluorobenzamide